4-(hexadecyloxy)-4-oxobutanoic acid C(CCCCCCCCCCCCCCC)OC(CCC(=O)O)=O